COC1CN(C1)C1=CC=C(C=N1)N 6-(3-Methoxyazetidin-1-yl)pyridin-3-amine